(4-(3-chloro-4-(trifluoromethyl)phenyl)piperidin-1-yl)(4-(3-hydroxyoxetan-3-yl)phenyl)methanone tert-butyl-(3-bromo-4-(4-(trifluoromethyl)-1H-imidazol-2-yl)benzyl)carbamate C(C)(C)(C)N(C(O)=O)CC1=CC(=C(C=C1)C=1NC=C(N1)C(F)(F)F)Br.ClC=1C=C(C=CC1C(F)(F)F)C1CCN(CC1)C(=O)C1=CC=C(C=C1)C1(COC1)O